tertbutyl ethylhexanoate C(C)C(C(=O)OC(C)(C)C)CCCC